CC1=CC=C(C=C1)S(=O)(=O)O.FC1=C(OC2CC3(CNC3)C2)C=CC(=C1)F 6-(2,4-difluorophenoxy)-2-azaspiro[3.3]heptane 4-methylbenzenesulfonate